N,N-di(1-methylheptyl)caproamide CC(CCCCCC)N(C(CCCCC)=O)C(CCCCCC)C